F/C=C/C=C\C=C\CCN1C(C2=CC=C(C=C2CC1)C1=C(C=CC=C1)OC)=O 2-((3E,5Z,7E)-8-fluoroocta-3,5,7-trien-1-yl)-6-(2-methoxyphenyl)-3,4-dihydroisoquinolin-1(2H)-one